N-[2-fluoro-4-(pyrazol-1-yl)phenyl]-2-[(1E)-(hydroxyimino)(1-methylpiperidin-4-yl)methyl]-1,6-naphthyridin-7-amine FC1=C(C=CC(=C1)N1N=CC=C1)NC1=NC=C2C=CC(=NC2=C1)/C(/C1CCN(CC1)C)=N/O